ClC=1C=NC(=NC1)N1CCC(CC1)CCCOC1=CC(=C(C=C1)CC(=O)N1CC(C1)CNCC(CO)(CO)O)F 2-[4-[3-[1-(5-chloropyrimidin-2-yl)-4-piperidyl]propoxy]-2-fluoro-phenyl]-1-[3-[[[2,3-dihydroxy-2-(hydroxymethyl)propyl]amino]methyl]-azetidin-1-yl]ethanone